2-(1-acryloyl-4-(8-chloro-6-fluoro-4-(((S)-1-methylpyrrolidin-2-yl)methoxy)-7-(naphthalen-1-yl)-1H-imidazo[4,5-c]quinolin-1-yl)piperidin-2-yl)acetonitrile C(C=C)(=O)N1C(CC(CC1)N1C=NC=2C(=NC=3C(=C(C(=CC3C21)Cl)C2=CC=CC1=CC=CC=C21)F)OC[C@H]2N(CCC2)C)CC#N